N1(CC=CC=C1)C(C)=O 1-(pyridin-1(2H)-yl)ethanone